N-ethyl-butylenediamine C(C)NCCCCN